6H-dibenz(C,E)(1,2)oxaphosphorin-6-oxide C1=CC=CC2=C1C1=C(P(O2)=O)C=CC=C1